ClC1=NOC=2C1=NC=CC2 3-chloroisoxazolo[4,5-b]pyridine